1-{4-[3-(propan-2-yl)imidazo[1,2-a]pyridin-6-yl]benzenesulfonyl}-N-{4-[(trifluoromethyl)sulfanyl]phenyl}piperidin-4-amine CC(C)C1=CN=C2N1C=C(C=C2)C2=CC=C(C=C2)S(=O)(=O)N2CCC(CC2)NC2=CC=C(C=C2)SC(F)(F)F